CC(C)(C#CC(C)(OOC(C1=CC=CC=C1)=O)C)OOC(C1=CC=CC=C1)=O 2,5-dimethyl-2,5-di(benzoylperoxy)-3-hexyne